12-[(4-methoxyphenyl)methyl]-10-methyl-12-azatricyclo[6.3.1.02,7]Dodeca-2,4,6-triene COC1=CC=C(C=C1)CN1C2C3=CC=CC=C3C1CC(C2)C